CC1=C(N=C(C(=N1)CO)CO)CO (6-methyl-2,3,5-pyrazinetriyl)trimethanol